FC1=C(C=CC=C1)C1CCC=2N1N=C(N2)C(=O)N2CCCC2 [5-(2-Fluorophenyl)-6,7-dihydro-5H-pyrrolo[1,2-b][1,2,4]triazol-2-yl]-pyrrolidin-1-yl-methanon